FC([Li])(S(=O)(=O)C(F)(F)F)F.[Li] lithium perfluoromethanesulfonyl-methyl-lithium